ClC1=CC=C(C=C1)[C@@H](CC(=O)OC)C#N (R)-methyl 3-(4-chlorophenyl)-3-cyanopropionate